N-(2-Cyclopropylethyl)-2-ethoxy-4-methoxy-1H-benzo[d]imidazole-1-carboxamide C1(CC1)CCNC(=O)N1C(=NC2=C1C=CC=C2OC)OCC